6-bromo-3,5-dimethyl-1,3-benzoxazol-2-one BrC1=CC2=C(N(C(O2)=O)C)C=C1C